(1-(2-morpholin-4-ylethyl)indol-3-yl)methoxynaphthalen-1-ylmethane N1(CCOCC1)CCN1C=C(C2=CC=CC=C12)COCC1=CC=CC2=CC=CC=C12